2-diphenylphosphinomethyl-1-phenylsulfonyl-1H-indol-3-yl-2-methylpropane-2-sulfinamide C1(=CC=CC=C1)P(C1=CC=CC=C1)CC=1N(C2=CC=CC=C2C1CC(C)(S(=O)N)C)S(=O)(=O)C1=CC=CC=C1